COCCOC=1C=C(CN(C=2SC=C(N2)CN2CCOCC2)CC2=CC(=CC=C2)OCCOC)C=CC1 N,N-bis(3-(2-methoxyethoxy)benzyl)-4-(morpholinomethyl)thiazol-2-amine